2-(1-(1-(6-((R)-3-((cyclobutylmethyl)amino)piperidin-1-yl)pyridazin-3-yl)ethyl)-1H-1,2,3-triazol-4-yl)-4H-pyrido[1,2-a]pyrimidin-4-one C1(CCC1)CN[C@H]1CN(CCC1)C1=CC=C(N=N1)C(C)N1N=NC(=C1)C=1N=C2N(C(C1)=O)C=CC=C2